C[C@H](CCC(=O)O)[C@H]1CC[C@@H]2[C@@]1(CC[C@H]3[C@H]2C(=O)C[C@H]4[C@@]3(CC[C@@H](C4)O)C)C The molecule is a monohydroxy-5beta-cholanic acid that is (5beta)-cholan-24-oic acid substituted by beta-hydroxy and oxo groups at positions 3 and 7 respectively. It is a monohydroxy-5beta-cholanic acid and an oxo-5beta-cholanic acid. It is a conjugate acid of a 3beta-hydroxy-7-oxo-5beta-cholan-24-oate.